FC(N(S(=O)(=O)C1=C(C(=C(C(=C1F)F)F)F)F)OC(=C(C(C(C(C(C(C(C(F)(F)F)(F)F)(F)F)(F)F)(F)F)(F)F)(F)F)F)F)(C(N(C(C(N(F)F)(F)F)(F)F)F)(F)F)F perfluorononeneoxybenzenesulfonyl-diethylenetriamine